O1N=CC=C1C1=NN=C(O1)NC(CC)=O N-(5-isoxazol-5-yl-1,3,4-oxadiazol-2-yl)propanamid